P(=S)(SC(CC(C)C)C)(OC(CC(C)C)C)[O-].[Zn+2].CC(CC(C)C)SP(=S)(OC(CC(C)C)C)[O-] zinc di(1,3-dimethylbutyl) dithiophosphate